N(C(=O)N)CCC[SiH2]NC(=O)N 3-ureidopropyl-Ureidosilane